C(\C=C\CCCCCCCCCCCCCCC)=O E-2-Octadecenal